B(=O)OB=O boric acid anhydride